6,7-dihydro-5H-benzo[7]annulene-3-carboxylic acid methyl ester hydrobromide Br.COC(=O)C1=CC2=C(C=CCCC2)C=C1